6H-cyclopenta[b]pyridine-2-carboxamide N=1C=2C(C=CC1C(=O)N)=CCC2